tris(4-morpholinyl)phosphine oxide N1(CCOCC1)P(N1CCOCC1)(N1CCOCC1)=O